P(=O)(OC[C@H]1O[C@H]([C@@H]([C@@H]1O)OC)N1C=2N=C(NC(C2N=C1)=O)N)(OCCCC)[O-].[Na+] sodium ((2R,3R,4R,5R)-5-(2-amino-1,9-dihydro-6H-purin-6-one-9-yl)-4-methoxy-3-hydroxytetrahydrofuran-2-yl)-methyl butyl phosphate